3-aminopropylmethyltriethoxysilane NCCCC(C)O[Si](OCC)(OCC)C